CN(C1=CC=C(C(=O)C2=C(C=C)C=CC=C2)C=C1)C 2-(p-dimethylaminobenzoyl)styrene